CON(C(C[C@H](C)NC(OC(C)(C)C)=O)=O)C tert-butyl N-[(1S)-3-[methoxy(methyl)amino]-1-methyl-3-oxo-propyl]carbamate